N5-(3-fluorophenyl)-N5-methyl-[1,2,4]triazolo[4,3-a]quinazolin-5,8-diamine FC=1C=C(C=CC1)N(C1=NC=2N(C3=CC(=CC=C13)N)C=NN2)C